(S)-3-(3-fluoro-4-methoxyphenyl)-3-(1-oxo-7-(5,6,7,8-tetrahydro-1,8-naphthyridin-2-yl)-3,4-dihydropyrrolo[1,2-a]pyrazin-2(1H)-yl)propionic acid FC=1C=C(C=CC1OC)[C@H](CC(=O)O)N1C(C=2N(CC1)C=C(C2)C2=NC=1NCCCC1C=C2)=O